3-((5-(Chloromethyl)pyridin-3-yl)amino)piperidine-2,6-dione ClCC=1C=C(C=NC1)NC1C(NC(CC1)=O)=O